C(CCC)N1C=NC2=C1C=CC=C2 N-butyl-benzimidazole